C(C)[N+]1=C(SC2=C1C=CC=C2)C=C2N(C1=CC=CC=C1C=C2)CC 3-ethyl-2-[(1-ethyl-2(1H)-quinolylidene)methyl]benzothiazolium